OCC1=CC=C(C(=C1C(=O)OC(C)(C)C)OCOC)CCB1OC(C(O1)(C)C)(C)C.C[Si](O[Si](OC)(C)C)(OC)C 1,1,3,3-tetramethyl-1,3-dimethoxy disiloxane tert-butyl 6-(hydroxymethyl)-2-(methoxymethoxy)-3-(2-(4,4,5,5-tetramethyl-1,3,2-dioxaborolan-2-yl)ethyl)benzoate